CN1CCC(CC1)C(=O)NC1=CC=C2C(=N1)NC=C2C2=CC=C1C(CC3(CCN(CC3)C)C1=C2)=O 1-methyl-N-(3-(1'-methyl-3-oxo-2,3-dihydrospiro[indene-1,4'-piperidin]-6-yl)-1H-pyrrolo[2,3-b]pyridin-6-yl)piperidine-4-carboxamide